CN1CCCCCC1 N-methyl-hexamethyleneimine